ClC=1C=C(C=CC1C(=O)N1CCN(CC1)C(=O)[C@H]1CNCC1)NC(=O)C=1N(C(=CN1)C1=C(C(=C(C=C1)OC)F)F)C N-[3-chloro-4-[4-[(3R)-pyrrolidine-3-carbonyl]piperazine-1-carbonyl]phenyl]-5-(2,3-difluoro-4-methoxy-phenyl)-1-methyl-imidazole-2-carboxamide